5-fluoro-2-hydroxyquinoline-3-carboxylic acid ethyl ester C(C)OC(=O)C=1C(=NC2=CC=CC(=C2C1)F)O